2-{3-[methyl-(phenyl)amino]phenyl}ethan-1-ol CN(C=1C=C(C=CC1)CCO)C1=CC=CC=C1